CC1(OB(OC1(C)C)B1OC(C(O1)(C)C)(C)C)C 4,4,5,5-tetramethyl-2-(4,4,5,5-tetramethyl-1,3,2-dioxaborolan-2-yl)-1,3,2-dioxaborolan